O=C1N([C@@H]2CC[C@@H](N1C2)N(C=O)S(=O)(=O)CC(F)(F)F)OS(=O)(=O)[O-] (2S,5R)-7-oxo-2-(N-((2,2,2-trifluoroethyl) sulfonyl) formamidyl)-1,6-diazabicyclo[3.2.1]oct-6-ylsulfate